2-[(CYCLOPROPYLMETHYL)(PROPYL)AMINO]ACETALDEHYDE C1(CC1)CN(CC=O)CCC